FC1(CN(CCC1)C1=NC(=CC(=N1)C1=NN=C(O1)C1=C(C=C(C=C1)NS(=O)(=O)CCO)N1CCC2(CC2)CC1)C)F N-(4-(5-(2-(3,3-difluoropiperidin-1-yl)-6-methylpyrimidin-4-yl)-1,3,4-oxadiazol-2-yl)-3-(6-azaspiro[2.5]octan-6-yl)phenyl)-2-hydroxyethane-1-sulfonamide